C(CC(C)C)OC(C)OCCC(C)C Acetaldehyde Diisoamyl Acetal